NC1=NC=2C=NC(=CC2C2=C1COC2)C(=O)N2[C@@H](COC[C@@H]2C=2N=NC(=CC2)C(F)(F)F)C (4-amino-1,3-dihydrofuro[3,4-c][1,7]naphthyridin-8-yl)((3R,5S)-3-methyl-5-(6-(trifluoromethyl)-3-pyridazinyl)-4-morpholinyl)methanone